C1(CCCCC1)NC1=NC(=NC(=C1)C)NC=1C=C(C2=C(CCO2)C1)OCCCN1CCCC1 N4-cyclohexyl-6-methyl-N2-[7-(3-pyrrolidin-1-ylpropoxy)-2,3-dihydrobenzofuran-5-yl]pyrimidine-2,4-diamine